N-(2-[(2-acetamidopyridin-4-yl)ethynyl]-4-{[(2R)-1,4-dioxan-2-yl]methoxy}-6-fluoropyridin-3-yl)-2,2,2-trifluoroacetamide C(C)(=O)NC1=NC=CC(=C1)C#CC1=NC(=CC(=C1NC(C(F)(F)F)=O)OC[C@@H]1OCCOC1)F